1-(2-chlorophenyl)-2-hydroxypropyl-1-propylcarbamate ClC1=C(C=CC=C1)C(C(C)O)N(C([O-])=O)CCC